4-(2-fluorophenyl)-1-(((R)-10-hydroxy-7-((R)-4,4,4-trifluoro-2-methylbutyryl)-7-azaspiro[4.5]decan-10-yl)methyl)-N,N-dimethyl-6-oxo-1,6-dihydropyridine-3-carboxamide FC1=C(C=CC=C1)C=1C(=CN(C(C1)=O)C[C@]1(CCN(CC12CCCC2)C([C@@H](CC(F)(F)F)C)=O)O)C(=O)N(C)C